(4-(3-((4,5-dihydroxy-9,10-dioxo-9,10-dihydroanthracene-2-carbonyl)oxy)propyl)-1-(4-nitrobenzyl)pyridin-1-ium) bromide salt [Br-].OC1=CC(=CC=2C(C3=CC=CC(=C3C(C12)=O)O)=O)C(=O)OCCCC1=CC=[N+](C=C1)CC1=CC=C(C=C1)[N+](=O)[O-]